methyl 2-{2-formyl-3-[(4-methoxyphenyl)methoxy]phenoxymethyl}pyridine-4-carboxylate C(=O)C1=C(OCC2=NC=CC(=C2)C(=O)OC)C=CC=C1OCC1=CC=C(C=C1)OC